benzyl (3S,4R)-3-[tert-butoxycarbonyl(methyl)amino]-4-methoxy-piperidine-1-carboxylate C(C)(C)(C)OC(=O)N([C@H]1CN(CC[C@H]1OC)C(=O)OCC1=CC=CC=C1)C